dimethoxyacetophenone COC(C(=O)C1=CC=CC=C1)OC